((2s,3s)-1-((4-chloro-2-isobutyrylphenyl)amino)-3-methyl-1-oxopent-2-yl)carbamic acid tert-butyl ester C(C)(C)(C)OC(N[C@H](C(=O)NC1=C(C=C(C=C1)Cl)C(C(C)C)=O)[C@H](CC)C)=O